hydroxy(1,1'-biphenyl)-4-carbaldehyde OC1=C(C=CC(=C1)C=O)C1=CC=CC=C1